ClC1=C(C(=O)Cl)C(=CC=C1)Cl 2,6-dichloro-benzoyl chloride